2-(2'-hydroxy-4'-octyloxyphenyl)-benzotriazole OC1=C(C=CC(=C1)OCCCCCCCC)N1N=C2C(=N1)C=CC=C2